1-(3-fluoro-5-isobutyl-2-(2H-tetrazol-5-yl)phenyl)piperazine FC=1C(=C(C=C(C1)CC(C)C)N1CCNCC1)C=1N=NNN1